4-(1-methyl-1H-pyrazol-5-yl)-N-(4-(1-(2,2,2-trifluoroethyl)-1H-pyrazol-4-yl)quinolin-8-yl)benzamide CN1N=CC=C1C1=CC=C(C(=O)NC=2C=CC=C3C(=CC=NC23)C=2C=NN(C2)CC(F)(F)F)C=C1